(2,2-dimethyl-3-oxabicyclo[3.1.0]hexane-6-yl)-1-((2S)-2-methyl-1-(5-oxo-4,5-dihydro-1,2,4-oxadiazol-3-yl)cyclopropyl)-1H-indole-2-carboxylic acid CC1(C2C(C2CO1)C1=C(N(C2=CC=CC=C12)C1([C@H](C1)C)C1=NOC(N1)=O)C(=O)O)C